7-(3-(6-methoxy-4-methylpyridin-3-yl)-7,8-dihydro-1,6-naphthyridin-6(5H)-yl)-2,8,9-trimethyl-4H-pyrimido[1,2-b]pyridazin-4-one COC1=CC(=C(C=N1)C=1C=NC=2CCN(CC2C1)C=1C(=C(C=2N(N1)C(C=C(N2)C)=O)C)C)C